1-[[2-(fluoromethoxy)pyridin-4-yl]methyl]-3-[rac-(1R,5S,6R)-2,2-difluoro-6-bicyclo[3.1.0]hexanyl]urea FCOC1=NC=CC(=C1)CNC(=O)N[C@@H]1[C@H]2CCC([C@@H]12)(F)F |r|